tert-butyl (S)-3-((9-ethyl-2-fluoro-9H-purin-6-yl)amino)pyrrolidine-1-carboxylate C(C)N1C2=NC(=NC(=C2N=C1)N[C@@H]1CN(CC1)C(=O)OC(C)(C)C)F